tert-butyl N-[2-[2-[2-[[(2S,4R)-4-(4,4-diethyl-2-imino-6-oxo-hexahydropyrimidin-1-yl)-6-[[(4S)-2,2-dimethylchroman-4-yl]carbamoyl]chroman-2-yl]methoxy]ethoxy]ethoxy] ethyl]carbamate C(C)C1(NC(N(C(C1)=O)[C@@H]1C[C@H](OC2=CC=C(C=C12)C(N[C@H]1CC(OC2=CC=CC=C12)(C)C)=O)COCCOCCOCCNC(OC(C)(C)C)=O)=N)CC